FC1=C(C=C(C=C1C)C1=C(C=CC=C1C)C)[C@H](CC(=O)O)NC(C(CC(C)C)N1C(C(=C(C(=C1)CCN1CC(C1)OC)C)F)=O)=O (3S)-3-(4-fluoro-2',5,6'-trimethyl-[1,1'-biphenyl]-3-yl)-3-(2-(3-fluoro-5-(2-(3-methoxyazetidin-1-yl)ethyl)-4-methyl-2-oxopyridin-1(2H)-yl)-4-methylpentanamido)propanoic acid